1-bromo-9-(3-(tert-butyl)phenyl)-9H-carbazole BrC1=CC=CC=2C3=CC=CC=C3N(C12)C1=CC(=CC=C1)C(C)(C)C